3-Bromo-2-(4-fluorophenyl)-7-methyl-6,7-dihydro-4H-pyrazolo[5,1-c][1,4]oxazine BrC=1C(=NN2C1COCC2C)C2=CC=C(C=C2)F